[N+](=O)([O-])C=1C=C(C(=NC1)NC(OC(C)(C)C)=O)C(F)(F)F tert-butyl (5-nitro-3-(trifluoromethyl)pyridin-2-yl)carbamate